N-acetyl-4-azidoamino-D-mannose C(C)(=O)N([C@@]([C@@H]([C@@H](C=O)O)O)(O)[C@H](O)CO)N=[N+]=[N-]